[C@H](C)(CC)[C@@H]1N(CC2=C(NC1=O)C=NC=C2F)C(CO)=O (S)-3-((S)-sec-butyl)-6-fluoro-4-(2-hydroxyacetyl)-1,3,4,5-tetrahydro-2H-pyrido[3,4-e][1,4]diazepin-2-one